2-(2-aminophenoxy)ethane-sulfonic acid NC1=C(OCCS(=O)(=O)O)C=CC=C1